Cl.Cl.NCC1=CC=C(C(=O)N)C=C1 4-Aminomethylbenzamide dihydrochloride